ClC=1C=C2C=C(C(NC2=CC1)=O)C=1N=NN(C1)C1=CC=C(C=C1)C(=O)N1C[C@@H](CC1)F 6-chloro-3-{1-[4-((R)-3-fluoro-pyrrolidine-1-carbonyl)-phenyl]-1H-[1,2,3]triazol-4-yl}-1H-quinolin-2-one